CC1C(C(OC2=CC=CC=C12)=O)S(=O)(=O)CC1=CC=CC=C1 (+)-4-methyl-3-toluenesulfonyl-chroman-2-one